C(#N)C1=CC(=CN1COCC[Si](C)(C)C)C1=CC=C2C(=CNC2=C1)C1=NC(=NC=C1C(F)(F)F)N[C@@H]1CN(CCC1)C(=O)OC(C)(C)C Tert-butyl (3S)-3-[[4-[6-[5-cyano-1-(2-trimethylsilylethoxymethyl) pyrrol-3-yl]-1H-indol-3-yl]-5-(trifluoromethyl)pyrimidin-2-yl]amino]piperidine-1-carboxylate